N-[1-[4-chloro-3-(4-methylsulfonylpyrazol-1-yl)-2-pyridyl]ethyl]-3,5-bis(trifluoromethyl)benzamide ClC1=C(C(=NC=C1)C(C)NC(C1=CC(=CC(=C1)C(F)(F)F)C(F)(F)F)=O)N1N=CC(=C1)S(=O)(=O)C